(dimethylamino)thioxanthen CN(C)C1=CC=CC=2SC3=CC=CC=C3CC12